Methyl (S)-3-(4-(Benzyloxy)phenyl)-2-(2-(1-(3-(3-(pyridin-4-yl)phenyl)propanoyl)piperidin-4-yl)acetamido)propanoate C(C1=CC=CC=C1)OC1=CC=C(C=C1)C[C@@H](C(=O)OC)NC(CC1CCN(CC1)C(CCC1=CC(=CC=C1)C1=CC=NC=C1)=O)=O